2-(4-(1,6-dimethyl-2,3-dioxo-2,3-dihydropyrido[2,3-b]pyrazin-4(1H)-yl)piperidin-1-yl)pyrimidine-5-carbonitrile CN1C2=C(N(C(C1=O)=O)C1CCN(CC1)C1=NC=C(C=N1)C#N)N=C(C=C2)C